N-(methoxypropyl)pyrrolidone COCCCN1C(CCC1)=O